FC(COC=1C=C2CCN3[C@H](C2=CC1OC)C[C@H]([C@H](C3)CC(C)(C)C)O)F (2R,3S,11bS)-9-(2,2-difluoroethoxy)-3-(2,2-dimethylpropyl)-10-methoxy-1H,2H,3H,4H,6H,7H,11bH-pyrido[2,1-a]isoquinolin-2-ol